C1=NC=CC2=C(C=CC=C12)CN1CCC(CC1)N1C2=C(N(C=C1)C)C=CC(=N2)C 4-(1-(isoquinolin-5-ylmethyl)piperidin-4-yl)-1,6-dimethyl-1,4-dihydropyrido[2,3-b]pyrazine